NC1=C2C(=NC=N1)N(N=C2C=2C=NNC2)C(C)C=2OC1=CC=CC=C1C(C2C2=CC=CC=C2)=O 2-(1-(4-Amino-3-(1H-pyrazol-4-yl)-1H-pyrazolo[3,4-d]pyrimidin-1-yl)ethyl)-3-phenyl-4H-chromen-4-one